2-(methylcarbamoyl)piperazine-1-carboxylic acid tert-butyl ester C(C)(C)(C)OC(=O)N1C(CNCC1)C(NC)=O